N1N=C(C2=C1CCCCCCC2)OS(=O)(=O)C2=CC=C(C=C2)[N+](=O)[O-] pyrazolocyclononan-3-yl-4-nitrobenzenesulfonate